tert-butyl N-hydroxy-N-[(1S)-3-hydroxy-1-pyrimidin-5-yl-propyl]carbamate ON(C(OC(C)(C)C)=O)[C@@H](CCO)C=1C=NC=NC1